(2RS,3RS)-1-(4-chlorophenyl)-4,4-dimethyl-2-(1H-1,2,4-triazol-1-yl)pentan-3-ol methyl-2-methylpropanoate CC(C(=O)O[C@@H]([C@@H](CC1=CC=C(C=C1)Cl)N1N=CN=C1)C(C)(C)C)(C)C |r|